3-(4-Cyclopropyl-2,5-dioxoimidazolidin-4-yl)-2-methylpropanoic acid C1(CC1)C1(NC(NC1=O)=O)CC(C(=O)O)C